BrC=1C=C2C(=NC1)C(=NN2C)NCCC(=O)OCC ethyl 3-((6-bromo-1-methyl-1H-pyrazolo[4,3-b]pyridin-3-yl)amino)propanoate